ClC=1C=C(C=CC1OC(C)C)C=1C=C2CC(C(C2=CC1)NC(O[C@@H]1CN2CCC1CC2)=O)(C)C (S)-quinuclidin-3-yl (5-(3-chloro-4-isopropoxyphenyl)-2,2-dimethyl-2,3-dihydro-1H-inden-1-yl)carbamate